2-((3'-ethoxy-4'-(7-oxo-6,7-dihydro-3H-[1,2,3]triazolo[4,5-d]pyrimidin-5-yl)-[1,1'-biphenyl]-3-yl)oxy)-3-methylbutanoic acid C(C)OC=1C=C(C=CC1C=1NC(C2=C(N1)NN=N2)=O)C2=CC(=CC=C2)OC(C(=O)O)C(C)C